[N+](=O)([O-])C=1N=CN(C1)C1=CC=C(C=C1)O 4-(4-nitro-1H-imidazol-1-yl)phenol